Cl.NC1CCC(CC1)CO ((1s,4s)-4-aminocyclohexyl)methanol HCl